OC(CN1C(CCC1)=O)(C)C 1-(2-hydroxy-2-methylpropyl)pyrrolidin-2-one